CN1N=C(C=C1)C 1,3-dimethyl-1H-pyrazole